thiazolinyl dithiopropanesulfonate sodium [Na].C(CC)S(=S)(=S)OC=1SCCN1